FC1(C(C1)COC1=C(C=C(C=C1)C(C)C)S(=O)(=O)N)F 2-[(2,2-difluorocyclopropyl)methoxy]-5-isopropyl-benzenesulfonamide